C(C)C=1C=C2CC(CC2=CC1CC)NC[C@H](O)C1=C2C=CC(NC2=C(C=C1)O)=O (R)-5-[2-(5,6-Diethylindan-2-ylamino)-1-hydroxyethyl]-8-hydroxy-1H-quinolin-2-one